tert-butyl (3-((2,4-difluoro-6-(methylamino)phenyl)amino)-1,1,1-trifluoro-3-oxopropan-2-yl)carbamate FC1=C(C(=CC(=C1)F)NC)NC(C(C(F)(F)F)NC(OC(C)(C)C)=O)=O